CC1=C2C=C(N(C2=CC=C1CN1CCC2(CN(C2)C2=NC=NC3=CC=C(C=C23)CC(F)(F)F)CC1)CCCN1CCN(CC1)C(C=C)=O)C#N 4-methyl-1-[3-(4-prop-2-enoylpiperazin-1-yl)propyl]-5-[[2-[6-(2,2,2-trifluoroethyl)quinazolin-4-yl]-2,7-diazaspiro[3.5]nonan-7-yl]methyl]indole-2-carbonitrile